C1=C(C(=C(C(=C1Cl)O)Cl)Cl)O The molecule is a member of the class of chlorohydroquinones that is hydroquinone in which three of the four hydrogens attached to the benzene ring have been replaced by chlorines. It is a conjugate acid of a 2,3,6-trichloro-4-hydroxyphenolate.